FC(C)(F)C1=NC(=CC(=N1)NC1=CC(=NC=C1OC1=NC(=CN=C1)C)NC(C)=O)C N-(4-((2-(1,1-difluoroethyl)-6-methylpyrimidin-4-yl)amino)-5-((6-methylpyrazin-2-yl)oxy)pyridin-2-yl)acetamide